C(C)(=O)N1CC(C(CC1)COC1=NC(=NC=C1F)NC=1C(=NN(C1)C(C#N)(C)C)C)F 2-(4-((4-((1-acetyl-3-fluoropiperidin-4-yl)methoxy)-5-fluoropyrimidin-2-yl)amino)-3-methyl-1H-pyrazol-1-yl)-2-methylpropanenitrile